3-[[[3-(hydroxyamino)-3-oxo-propyl]-[(4-methoxyphenyl)methyl]amino]-methyl]benzoic acid ONC(CCN(CC1=CC=C(C=C1)OC)CC=1C=C(C(=O)O)C=CC1)=O